1,2-diamino-4,5-methyleneoxybenzene C1C2=CC(=C(C=C2O1)N)N